CC=1C(=C(C(=O)O)C=CC1)CC.OC1=C(C(=O)O)C=CC=C1 2-hydroxy-benzoate (methyl-ethyl benzoate)